ClC=1C=C(C=CC1F)[C@H](NC(=O)[C@@H]1CNC(O1)=O)C1=NC(=C(C=C1)F)OCC(F)(F)F (S)-N-((S)-(3-chloro-4-fluorophenyl)(5-fluoro-6-(2,2,2-trifluoroethoxy)pyridin-2-yl)methyl)-2-oxooxazolidine-5-carboxamide